tert-butyl N-[8-(4,4-difluoropiperidin-1-yl)-2-hydroxy-1,7-naphthyridin-6-yl]carbamate FC1(CCN(CC1)C=1N=C(C=C2C=CC(=NC12)O)NC(OC(C)(C)C)=O)F